N[C@H](C(=O)OC1=COC=C1OC(C(C(C)C)N)=O)C(C)C furan-3,4-diyl (2S,2'S)-bis(2-amino-3-methylbutyrate)